FC1=CC(=C(C=C1)NC1=NC(=NC=C1C(=O)NC=1C(=NC(=CC1)OC)C)C(F)(F)F)C 4-((4-fluoro-2-meth-ylphenyl)amino)-N-(6-methoxy-2-meth-ylpyridin-3-yl)-2-(trifluoromethyl)-pyrimidine-5-carboxamide